methyl (R)-2-amino-3-(5-(prop-2-yn-1-yloxy)-1H-indol-3-yl)propanoate hydrochloride Cl.N[C@@H](C(=O)OC)CC1=CNC2=CC=C(C=C12)OCC#C